tert-butyl (3-((2S,3S)-1-methyl-5-oxo-2-(pyridin-3-yl)pyrrolidine-3-carboxamido)propyl)carbamate CN1[C@@H]([C@H](CC1=O)C(=O)NCCCNC(OC(C)(C)C)=O)C=1C=NC=CC1